(R)-4-(4-((1-(3-(1,1-difluoro-3-(1-isopropylazetidin-3-yl)propyl)-2-fluorophenyl)ethyl)amino)-7-methoxy-2-methylpyrido[2,3-d]pyrimidin-6-yl)tetrahydro-2H-thiopyran 1,1-dioxide FC(CCC1CN(C1)C(C)C)(F)C=1C(=C(C=CC1)[C@@H](C)NC=1C2=C(N=C(N1)C)N=C(C(=C2)C2CCS(CC2)(=O)=O)OC)F